OC1=C(CNCCNCC2=C(C=CC(=C2)CCC(=O)O)O)C=C(C=C1)CCC(=O)O bis-[2-hydroxy-5-(carboxyethyl)benzyl]ethylenediamine